C1([C@H](O)[C@@H](O)[C@@H](O)CO1)OP(=O)([O-])[O-] L-arabinosyl-phosphate